CC1=CC(=C(C(=C1)C)C#[N+][O-])C 2,4,6-trimethylbenzonitrile N-oxide